N1(N=NC2=C1C=CC=C2)[NH+]=C(O)N (benzotriazol-1-yl)uronium